1,2,4-triazine-3-carboxamide N1=NC(=NC=C1)C(=O)N